C1OCC12CN(C2)C2CC1(CC2)CCN(CC1)C(=O)OCC1=CC=CC=C1 benzyl 2-(2-oxa-6-azaspiro[3.3]heptan-6-yl)-8-azaspiro[4.5]decane-8-carboxylate